(4R)-4-[(3R,10S,12S,13R,17R)-3,12-dihydroxy-10,13-dimethyl-2,3,4,5,6,7,8,9,11,12,14,15,16,17-tetradecahydro-1H-cyclopenta[a]phenanthren-17-yl]-N-(2-dimethylaminoethyl)pentanamide O[C@@H]1CC[C@@]2(C3C[C@@H]([C@@]4([C@H](CCC4C3CCC2C1)[C@@H](CCC(=O)NCCN(C)C)C)C)O)C